1,1-diethylhexahydro-1H-azepinium hydroxide [OH-].C(C)[N+]1(CCCCCC1)CC